ammonium [(1R)-2-(6-aminopurin-9-yl)-1-methyl-ethoxy]methyl-(18-trimethylsilyloctadec-17-ynoxy)phosphinate NC1=C2N=CN(C2=NC=N1)C[C@H](OCP([O-])(=O)OCCCCCCCCCCCCCCCCC#C[Si](C)(C)C)C.[NH4+]